2-(9-cyclopropyl-6-((2S,5R)-2,5-dimethylpiperazin-1-yl)-3-methyl-2-oxo-3,9-dihydro-2H-purin-8-yl)acetonitrile C1(CC1)N1C=2N(C(N=C(C2N=C1CC#N)N1[C@H](CN[C@@H](C1)C)C)=O)C